O1C=NC2=C1C=CC=C2N2N=CC(=C2C(F)(F)F)C(=O)NC=2C=NC(=C(C2)C#N)N2N=CC=N2 1-(benzo[d]oxazol-4-yl)-N-(5-cyano-6-(2H-1,2,3-triazol-2-yl)pyridin-3-yl)-5-(trifluoromethyl)-1H-pyrazole-4-carboxamide